CC1(C=NC(N1)=S)C 5,5-dimethyl-2-thioxoimidazole